C(C)(C)(C)OC(=O)N1C2C3C=CC(C2C1=O)C3 4-oxo-3-azatricyclo[4.2.1.02,5]non-7-ene-3-carboxylic acid tert-butyl ester